C(C(C)C)N1CC(C1)N1N=C(C(=C1)NC1=NC=C(C(=N1)NCCCN1C(CCC1)=O)C(F)(F)F)C 1-(3-((2-((1-(1-isobutylazetidin-3-yl)-3-methyl-1H-pyrazol-4-yl)amino)-5-(trifluoromethyl)pyrimidin-4-yl)amino)propyl)pyrrolidin-2-one